ClC=1C=CC(=C(C(=O)N)C1)N1N=NN=C1 5-chloro-2-(1H-tetrazol-1-yl)benzamide